ClC1=CC=C(C=C1)P(C1C(OC2=C1C=CC(=C2)OC)=C(C2=CC=CC=C2)C2=CC=CC=C2)(C2=CC=C(C=C2)Cl)=O bis(4-chlorophenyl)(2-(diphenylmethylene)-6-methoxy-2,3-dihydrobenzofuran-3-yl)phosphine oxide